tert-butyl (R)-(5-(1-((tert-butylsulfinyl)imino)ethyl)-2-fluoro-3-(trifluoromethyl)phenyl)carbamate C(C)(C)(C)[S@@](=O)N=C(C)C=1C=C(C(=C(C1)NC(OC(C)(C)C)=O)F)C(F)(F)F